4-(1-((4-aminobicyclo[2.2.2]octan-1-yl)methyl)-6,7-dihydro-1H-pyrazolo[4,3-c]pyridin-5(4H)-yl)-1-methyl-1H-pyrazolo[3,4-d]pyrimidin-6-amine NC12CCC(CC1)(CC2)CN2N=CC=1CN(CCC12)C1=C2C(=NC(=N1)N)N(N=C2)C